CC1=CC=CC(=N1)C1=C(N=CN1)C=1C=C2C=C(C=NC2=CC1)NCC1CC(C1)C(=O)O[C@@H]1CN(CC1)C (S)-1-methylpyrrolidin-3-yl (1r,3s)-3-(((6-(5-(6-methylpyridin-2-yl)-1H-imidazol-4-yl)quinolin-3-yl)amino)methyl)cyclobutane-1-carboxylate